C1(CCCC1)SCC(=O)NC1=CC(=CC=C1)C=1OC=2C(=NC=CC2)N1 2-(cyclopentylthio)-N-(3-(oxazolo[4,5-b]pyridin-2-yl)phenyl)acetamide